FC=1C=CC(=C(C1)N1CC2CNCC2C1)OC 2-(5-fluoro-2-methoxyphenyl)octahydropyrrolo[3,4-c]pyrrole